COC(=O)C1=C(C=NC=C1)NC[C@@H]1CCOC2=C1C=CC(=C2)N(C2=CC=C(C=C2)C2CCN(CC2)C)C 3-({[(4R)-7-{methyl-[4-(1-methylpiperidin-4-yl)phenyl]amino}-3,4-dihydro-2H-1-benzopyran-4-yl]methyl}amino)pyridine-4-carboxylic acid methyl ester